C(C)(=O)OC1(CCC(CC1)C(C)C)CCC1OCCO1 1-(2-(1,3-dioxolan-2-yl)ethyl)-4-isopropylcyclohexyl acetate